([4-(Bis-ethoxycarbonylmethyl-amino)-butyl]-{[2-(7-chloro-quinolin-4-ylamino)-ethylcarbamoyl]-methyl}-amino)-acetic acid ethyl ester C(C)OC(CN(CC(NCCNC1=CC=NC2=CC(=CC=C12)Cl)=O)CCCCNC(C(=O)OCC)C(=O)OCC)=O